CC(CCO)CC(CC(CC)C)(C)C 3,5,5,7-tetramethylnonanol